C(CC)NC(O[C@@H]1C[C@@H](CC1)C1=CC(=NN1)NC(CC=1N=C2SC(=C(N2C1)C)C)=O)=O (1S,3R)-3-(3-{[(2,3-dimethylimidazo[2,1-b]-[1,3]thiazol-6-yl)acetyl]-amino}-1H-pyrazol-5-yl)cyclopentyl propyl-carbamate